6-[[1-[6-(3-cyano-5-methyl-pyrazol-1-yl)-5-(difluoromethyl)-2-pyridyl]-6-methoxy-benzimidazol-5-yl]amino]-N,N-dimethyl-pyridazine-3-carboxamide C(#N)C1=NN(C(=C1)C)C1=C(C=CC(=N1)N1C=NC2=C1C=C(C(=C2)NC2=CC=C(N=N2)C(=O)N(C)C)OC)C(F)F